1-[2-chloro-4-(trifluoromethyl)phenyl]-4-{2'-ethyl-[2,3'-bipyridine]-5-yl}-N-[(3S)-1-methylpyrrolidin-3-yl]piperidine-4-carboxamide ClC1=C(C=CC(=C1)C(F)(F)F)N1CCC(CC1)(C(=O)N[C@@H]1CN(CC1)C)C=1C=CC(=NC1)C=1C(=NC=CC1)CC